4,4'-[(6,6'-diphenyl[1,1'-binaphthalene]-2,2'-diyl)bis(oxy)]bis[3-(naphthalen-2-yl)benzoic acid] C1(=CC=CC=C1)C=1C=C2C=CC(=C(C2=CC1)C1=C(C=CC2=CC(=CC=C12)C1=CC=CC=C1)OC1=C(C=C(C(=O)O)C=C1)C1=CC2=CC=CC=C2C=C1)OC1=C(C=C(C(=O)O)C=C1)C1=CC2=CC=CC=C2C=C1